benzyl 2,6-dihydroxybenzoate OC1=C(C(=O)OCC2=CC=CC=C2)C(=CC=C1)O